4-{[3-(5-fluoropyrimidin-2-yl)-2-methoxyphenyl]amino}-N-methylpyridin-3-carboxamide FC=1C=NC(=NC1)C=1C(=C(C=CC1)NC1=C(C=NC=C1)C(=O)NC)OC